COC(SC(=S)OC(C)C)SC(=S)OC(C)C 1,1-bis(isopropoxycarbothioylsulfanyl)methyl methyl ether